COC1=CC2=CNC(N=C2C=C1)CN1CC2=C(C=CC=C2CC1)OC 6-methoxy-2-[(8-methoxy-3,4-dihydro-1H-isoquinolin-2-yl)methyl]-3H-quinazolin